C1(CC1)C1=NN=C(S1)C=1C(=CC(=C(C1)NC(=O)C=1C=NN2C1C=CC(=C2)F)C)F N-[5-(5-Cyclopropyl-1,3,4-thiadiazol-2-yl)-4-fluoro-2-methylphenyl]-6-fluoropyrazolo[1,5-a]pyridine-3-carboxamide